O1CCOC2=C1C=CC=C2C2=CC=C(C(=N2)OC)NC=2C=C(CNC(C1=CC=NC=C1)=O)C=CC2 N-{3-[6-(2,3-Dihydro-benzo[1,4]dioxin-5-yl)-2-methoxy-pyridin-3-ylamino]-benzyl}-isonicotinamide